OC1=C(C=CC=C1)C=1C(=NC2=C(C1)NC(=N2)O)C2=CC=CC=C2.OC2=C(C=CC=C2)C=2C(=NC1=C(C2)NC(=N1)O)C1=CC=CC=C1.OC1=C(C=CC=C1)C=1C(=NC2=C(C1)NC(=N2)O)C2=CC=CC=C2.[Al+3] aluminum(III) tris[(hydroxyphenyl)phenylimidazopyridinol]